2-(2-iodo-5-methoxyphenylthio)-1-(2-(neopentylamino)ethyl)-1H-imidazo[4,5-c]pyridin-4-amine IC1=C(C=C(C=C1)OC)SC=1N(C2=C(C(=NC=C2)N)N1)CCNCC(C)(C)C